C(C)C=1C(=C(C=CC1COC)O)OCC ethyl-2-ethoxy-4-(methoxymethyl)phenol